5-chloro-DL-tryptophan ClC1=CC=C2NC=C(C[C@H](N)C(=O)O)C2=C1 |r|